ClC1=C(C=CC=C1F)[C@H]1N(CC(N(C1)C1CC1)=O)C=1C(=NC=CN1)C(=O)N[C@H](C)\C=C\S(=O)(=O)C ((R)-2-(2-Chloro-3-fluorophenyl)-4-cyclopropyl-5-oxopiperazin-1-yl)-N-((R,E)-4-(methylsulfonyl)but-3-en-2-yl)pyrazine-2-carboxamide